N-2-hydroxyethyl-methacrylamide OCCNC(C(=C)C)=O